glyceryl ether C(C(O)CO)OCC(O)CO